6-(((1S,2S)-2-(Hydroxymethyl)cyclopropyl)methoxy)-5-(3-methoxyazetidin-1-yl)-N-(3-((2-(2-((7-nitrobenzo[c][1,2,5]oxadiazol-4-yl)amino)ethoxy)ethyl)carbamoyl)pentan-3-yl)picolinamide OC[C@@H]1[C@H](C1)COC1=C(C=CC(=N1)C(=O)NC(CC)(CC)C(NCCOCCNC1=CC=C(C2=NON=C21)[N+](=O)[O-])=O)N2CC(C2)OC